methyl (E)-3-(3-(N-((4-(4-methoxyphenyl) bicyclo[2.2.2]octan-1-yl)methyl)cyclohexanecarboxamido)phenyl)but-2-enoate COC1=CC=C(C=C1)C12CCC(CC1)(CC2)CN(C(=O)C2CCCCC2)C=2C=C(C=CC2)/C(=C/C(=O)OC)/C